(R)-N-((1R)-1-(2-(azidomethyl)-5-fluoro-2-methyl-2,3-dihydrobenzofuran-7-yl)ethyl)-2-methylpropan-2-sulfinamide N(=[N+]=[N-])CC1(OC2=C(C1)C=C(C=C2[C@@H](C)N[S@](=O)C(C)(C)C)F)C